COC(CC1CCN(CC1)C1=CC=C(C=C1)[C@H]1C=2C=CC(=CC2CC[C@H]1C1=CC=CC=C1)O)OC (5S,6R)-5-(4-(4-(2,2-dimethoxyethyl)piperidin-1-yl)phenyl)-6-phenyl-5,6,7,8-tetrahydronaphthalen-2-ol